6-(2-ethoxy-3-pyridyl)-3-fluoropyridine-2-carbaldehyde C(C)OC1=NC=CC=C1C1=CC=C(C(=N1)C=O)F